3-((4-((1R,5S)-3,8-diazabicyclo[3.2.1]octan-3-yl)-8-fluoro-7-(3-hydroxynaphthalen-1-yl)pyrido[4,3-d]pyrimidin-2-yl)oxy)-N,N-dimethylpropanamide [C@H]12CN(C[C@H](CC1)N2)C=2C1=C(N=C(N2)OCCC(=O)N(C)C)C(=C(N=C1)C1=CC(=CC2=CC=CC=C12)O)F